1-(2,6-dimethylmorpholin-4-yl)tetradecan CC1CN(CC(O1)C)CCCCCCCCCCCCCC